3-(7-Bromo-8-chloro-6-fluoro-1H-pyrazolo[4,3-c]quinolin-1-yl)azetidine-1-carboxylate BrC=1C(=CC=2C3=C(C=NC2C1F)C=NN3C3CN(C3)C(=O)[O-])Cl